(2S,3S,4R,5R)-5-(hydroxymethyl)-6-{[2-methyl-2-(4-methylpent-3-en-1-yl)-7-propyl-2H-chromen-5-yl]oxy}oxane-2,3,4-triol OC[C@@H]1[C@H]([C@@H]([C@H](OC1OC1=C2C=CC(OC2=CC(=C1)CCC)(CCC=C(C)C)C)O)O)O